NC=1SC=C(N1)C(C(=O)N[C@H]1[C@H]2SCC(=C(N2C1=O)C(=O)O)C=C)=NO (6R,7R)-7-[[(2-amino-4-thiazolyl)-(oximino)acetyl]amino]-3-vinyl-8-oxo-5-thia-1-azabicyclo[4.2.0]oct-2-ene-2-carboxylic acid